N-(2-chloro-3-(4,4,5,5-tetramethyl-1,3,2-dioxaborolan-2-yl)phenyl)pyrido[3,2-d]Pyrimidin-4-amine ClC1=C(C=CC=C1B1OC(C(O1)(C)C)(C)C)NC=1C2=C(N=CN1)C=CC=N2